C(OCC1C2=CC=CC=C2C=2C=CC(=CC12)C(NCCOCCOCCOCCN=[N+]=[N-])=O)(ON1C(CCC1=O)=O)=O (2-((2-(2-(2-(2-Azidoethoxy)ethoxy)ethoxy)ethyl)carbamoyl)-9H-fluoren-9-yl)methyl (2,5-dioxopyrrolidin-1-yl) carbonate